C[Si](O[SiH](C)C)(O[SiH](C)C)O[SiH](C)C methyltri(dimethylsilyloxy)-silane